CC(CCBr)CC 3-methyl-1-bromopentane